NCCN1CCN(CC1)C=1C=C2CN(C(C2=CC1)=O)C1C(NC(CC1)=O)=O 3-(5-(4-(2-Aminoethyl)piperazin-1-yl)-1-oxoisoindolin-2-yl)piperidine-2,6-dione